bis(2-methoxyethoxy)aluminum(III) sodium hydride [H-].[Na].COCCO[Al+]OCCOC